CC=1N(C2=CC=CC=C2C1)C(C[Se]C1=CC=CC=C1)C1=CC=CC=C1 2-methyl-1-(1-phenyl-2-(phenylseleno)ethyl)-1H-indole